C(#C)C1=CC(=C(C=N1)C=1N(C=2C(C(=C(C3=C4C(C=NC24)=NNC3)F)OC3=NC=CC(=N3)C)=CC1)C)C 10-(6-ethynyl-4-methylpyridin-3-yl)-6-fluoro-11-methyl-7-((4-methylpyrimidin-2-yl)oxy)-5,11-Dihydro-4H-1,3,4,11-tetraazadibenzo[cd,h]azulene